(3s,5r)-2-amino-2-methyl-octadecane-3,5-diol NC(C)([C@H](C[C@@H](CCCCCCCCCCCCC)O)O)C